1,3-Diiodotoluene IC1(C)CC(=CC=C1)I